C(C=CCCCCCCCCCC)(=O)O 2-tridecenoic acid